OCC=1C=NC(=NC1)N1CCC(CC1)N1C=CN(C2=CC=CC=C12)C 1-(1-(5-(hydroxymethyl)pyrimidin-2-yl)piperidin-4-yl)-4-methyl-1,4-dihydroquinoxaline